Fluorocarbon F[C]